C(C)(C)(C)OC(=O)N1C[C@@H](CC1)NC1=NC=C(C(=N1)NC1=C(C=CC=C1)P(=O)(C)C)Cl (R)-3-((5-chloro-4-((2-(dimethylphosphoryl)phenyl)amino)pyrimidin-2-yl)amino)pyrrolidine-1-carboxylic acid tert-butyl ester